N-(5-chloro-6-(2-vinylphenyl)pyridin-2-yl)-6-(pent-4-en-1-yloxy)pyridine-2-sulfonamide ClC=1C=CC(=NC1C1=C(C=CC=C1)C=C)NS(=O)(=O)C1=NC(=CC=C1)OCCCC=C